Cl.NCC=1C=C(C=CC1)N[C@@H]1[C@H]([C@@H](N(C2=CC=CC=C12)C(C)=O)C1CC1)C |r| rac-1-((2S,3R,4R)-4-((3-(aminomethyl)phenyl)amino)-2-cyclopropyl-3-methyl-3,4-dihydroquinolin-1(2H)-yl)ethanone, hydrochloride